vinyl sulfate S(=O)(=O)(OC=C)[O-]